C2-bromo-1-(3-cyclopropyl-5-methylisoxazol-4-yl)ethanone BrCC(=O)C=1C(=NOC1C)C1CC1